Cl.FC=1SC(=C2C1CCC(C2)NC)F 1,3-difluoro-N-methyl-4,5,6,7-tetrahydro-2-benzothiophen-5-amine hydrochloride